(S)-4-((1-(2-chlorophenyl)-2-oxocyclohexyl)(methyl)amino)-4-oxobutanoic acid ClC1=C(C=CC=C1)[C@@]1(C(CCCC1)=O)N(C(CCC(=O)O)=O)C